ClC=1C=2N(C=CN1)C(=NC2)C2=C(C(=NC=C2)C)C 8-chloro-3-(2,3-dimethylpyridin-4-yl)imidazo[1,5-a]pyrazine